2-(naphthalen-2-yl)-9-(9-phenyl-9-(pyridin-3-yl)-9H-fluoren-3-yl)-1,10-phenanthroline C1=C(C=CC2=CC=CC=C12)C1=NC2=C3N=C(C=CC3=CC=C2C=C1)C=1C=CC=2C(C3=CC=CC=C3C2C1)(C=1C=NC=CC1)C1=CC=CC=C1